The molecule is an acyl-CoA(4-) that is the tetraanion of (25R)-3alpha,7alpha,12alpha-trihydroxy-5beta-cholestan-26-oyl-CoA arising from deprotonation of the phosphate and diphosphate OH groups. It has a role as a human metabolite. It is a conjugate base of a (25R)-3alpha,7alpha,12alpha-trihydroxy-5beta-cholestan-26-oyl-CoA. C[C@H](CCC[C@@H](C)C(=O)SCCNC(=O)CCNC(=O)[C@@H](C(C)(C)COP(=O)([O-])OP(=O)([O-])OC[C@@H]1[C@H]([C@H]([C@@H](O1)N2C=NC3=C(N=CN=C32)N)O)OP(=O)([O-])[O-])O)[C@H]4CC[C@@H]5[C@@]4([C@H](C[C@H]6[C@H]5[C@@H](C[C@H]7[C@@]6(CC[C@H](C7)O)C)O)O)C